terpyridine platinum salt [Pt].N1=C(C=CC=C1)C1=NC=CC=C1C1=NC=CC=C1